C12OCC(C1)(C2)N2N=C1N=C(C(=CC1=C2)C(=O)NC=2C(N(C=CC2)[C@H]2[C@H](C2)C)=O)OC(C)C 2-(2-oxabicyclo[2.1.1]hex-4-yl)-6-isopropoxy-N-(1-((1r,2s)-2-methylcyclopropyl)-2-oxo-1,2-dihydropyridin-3-yl)-2H-pyrazolo[3,4-b]pyridine-5-carboxamide